C(=O)C1=C(C(=O)O)C=CC=C1 2-formyl-benzoic acid